[Cl-].C(CCCCCCCCCCCCCCCCC)[N+](C)(C)C(CC=1C=C(C(O)=CC1)O)=O octadecyl-(4-catecholacetyl)dimethyl-ammonium chloride